CC1CCN(CC1)N(C(=O)NCC1=CC=C(C=C1)OCC(C)C)CC1=CC=C(C=C1)OCC 1-(4-methylpiperidin-1-yl)-1-(4-ethoxybenzyl)-3-(4-isobutoxybenzyl)urea